[O-2].[Cr+3].[Fe+2].[Mn+2].[Ni+2].[Co+2] cobalt nickel manganese iron chromium oxide